FC1=C(C=CC=C1)N1C(N(C=C(C1=O)C(=O)Cl)C(C)C)=O 3-(2-fluorophenyl)-1-isopropyl-2,4-dioxo-1,2,3,4-tetrahydropyrimidine-5-carbonyl chloride